tert-butyl rac-(4aR,8aR)-6-[6-bromo-4-(trifluoromethyl)-2-pyridyl]-3,4a,5,7,8,8a-hexahydro-2H-pyrido[4,3-b][1,4]oxazine-4-carboxylate BrC1=CC(=CC(=N1)N1C[C@@H]2[C@H](OCCN2C(=O)OC(C)(C)C)CC1)C(F)(F)F |r|